O=C1NC(CCC1C1=NN(C2=C(C=CC=C12)OCC(=O)NCC=1SC=CC1)C)=O 2-((3-(2,6-dioxopiperidin-3-yl)-1-methyl-1H-indazol-7-yl)oxy)-N-(thiophen-2-yl-methyl)acetamide